(S)-N-(4-(5-(difluoromethyl)-1,3,4-oxadiazol-2-yl)benzyl)-2-(3-hydroxypiperidin-1-yl)-N-phenylethane-1-sulfonamide FC(C1=NN=C(O1)C1=CC=C(CN(S(=O)(=O)CCN2C[C@H](CCC2)O)C2=CC=CC=C2)C=C1)F